N1N=CC(=C1)CNC(NC1CC2(CC(C2)NC(OC(C)(C)C)=O)C1)=O tert-butyl (6-(3-((1H-pyrazol-4-yl)methyl)ureido)spiro[3.3]heptan-2-yl)carbamate